4-(((3-Chloro-1,4-dioxo-1,4-dihydronaphthalin-2-yl)amino)methyl)-N-(4-fluorophenyl)benzamid ClC1=C(C(C2=CC=CC=C2C1=O)=O)NCC1=CC=C(C(=O)NC2=CC=C(C=C2)F)C=C1